C(C)(=O)OC1CC2=CC=CC=C2CC1 1,2,3,4-tetrahydronaphthalen-2-yl acetate